ClCCCC(CC(CC(CC(CC(CC(CCCC(OCCCCCCCC)OC(CCCC(CC(CC(CC(CC(CC(CCCCl)C)C)C)C)C)C)OCCCCCCCC)C)C)C)C)C)C 17-chloro-4,6,8,10,12,14-hexamethylheptadecyloctyloxymethyl ether